2-benzylidenebutanal C(C1=CC=CC=C1)=C(C=O)CC